IC1=C(C=C(C=C1I)I)C(CC)O 2,3,5-triiodophenylpropanol